N-[(6-Amino-2-pyridyl)sulfonyl]-6-(2-chlorophenyl)-2-(2,4,6-trimethylphenoxy)pyridin-3-carboxamid NC1=CC=CC(=N1)S(=O)(=O)NC(=O)C=1C(=NC(=CC1)C1=C(C=CC=C1)Cl)OC1=C(C=C(C=C1C)C)C